(R)-N-(2-(4-chlorophenyl)propan-2-yl)-2-(1-methylpyrrolidin-2-yl)acetamide ClC1=CC=C(C=C1)C(C)(C)NC(C[C@@H]1N(CCC1)C)=O